FC1=CC(=C(C=C1)C=1C2=C(C(=NC1C1=NN3C(CN(CC3)C(=O)OC(C)(C)C)=C1)C=1C=NN(C1)C)CCC2O)OC tert-butyl 2-[4-(4-fluoro-2-methoxy-phenyl)-5-hydroxy-1-(1-methylpyrazol-4-yl)-6,7-dihydro-5H-cyclopenta[c]pyridin-3-yl]-6,7-dihydro-4H-pyrazolo[1,5-a]pyrazine-5-carboxylate